methyl 6-(3-amino-6-chloro-2-fluorophenyl)imidazo[1,5-a]pyridine-1-carboxylate NC=1C(=C(C(=CC1)Cl)C=1C=CC=2N(C1)C=NC2C(=O)OC)F